C1(CC1)COC1=C(C=CC(=N1)C(=O)N[C@H](COCCF)C(C)C)N1CC(C1)OC 6-(cyclopropylmethoxy)-N-[(2S)-1-(2-fluoroethoxy)-3-methylbutan-2-yl]-5-(3-methoxyazetidin-1-yl)pyridine-2-carboxamide